(R)-N-(3-(1-((2-amino-5-chloropyridin-3-yl)oxy)ethyl)-phenyl)-3-(1-hydroxycyclopentyl)-benzamide NC1=NC=C(C=C1O[C@H](C)C=1C=C(C=CC1)NC(C1=CC(=CC=C1)C1(CCCC1)O)=O)Cl